(Z)-2-cyano-N-(5-(cyclopentylmethoxy)pyrimidin-2-yl)-3-hydroxy-3-(5-methylisoxazol-4-yl)acrylamide C(#N)/C(/C(=O)NC1=NC=C(C=N1)OCC1CCCC1)=C(\C=1C=NOC1C)/O